3-(6-Methylsulfanyl-pyrimidin-4-yl)-7-trifluoromethyl-imidazo[1,2-a]pyridine CSC1=CC(=NC=N1)C1=CN=C2N1C=CC(=C2)C(F)(F)F